decanyl-imidazoline C(CCCCCCCCC)N1C=NCC1